BrC1=CC(=CC=C1)C1(CC1)C(F)(F)F 1-bromo-3-[1-(trifluoromethyl)cyclopropyl]benzene